OCCOC(C(=O)C1=CC=CC=C1)(C)C (2-hydroxyethoxy)-2-methylpropionophenone